7-(dimethylamino)-1-(4-fluoro-2-methylphenyl)-3-(2-methyl-6-oxo-1,6-dihydropyridin-3-yl)-2,3-dihydroquinazolin-4(1H)-one CN(C1=CC=C2C(N(CN(C2=C1)C1=C(C=C(C=C1)F)C)C1=C(NC(C=C1)=O)C)=O)C